CC1(C2CCC3(C(CCC(C13)=O)(C)C)C2)C 1,3,4,6,7,8a-Hexahydro-1,1,5,5-tetramethyl-2H-2,4a-methanonaphthalen-8(5H)-on